3-[5-(1-{1-[4-(Aminomethyl)phenyl]piperidin-4-yl}pyrrolidin-3-yl)-3-methyl-2-oxo-1,3-benzodiazol-1-yl]piperidine-2,6-dione trifluoroacetate FC(C(=O)O)(F)F.NCC1=CC=C(C=C1)N1CCC(CC1)N1CC(CC1)C1=CC2=C(N(C(N2C)=O)C2C(NC(CC2)=O)=O)C=C1